dihydrospiro[cyclopropane-1,4'-furo[2,3-g]indazole]-7'-carboxylate N1NC=C2C3(C=C4C(=C12)C=C(O4)C(=O)[O-])CC3